FC=1C=C(C=CC1)[C@@H]1CO1 (R)-3-fluorophenyl ethylene oxide